C1CC2=CC3=CC=CC=C3N=C2C=C1 DIHYDROACRIDINE